N-(2-chloro-3-(3'-chloro-6-methoxy-5-(((((R)-5-oxopyrrolidin-2-yl)methyl)amino)methyl)-[2,4'-bipyridin]-2'-yl)phenyl)-5-((((S)-2-hydroxypropyl)amino)methyl)-4-methoxypicolinamide ClC1=C(C=CC=C1C1=NC=CC(=C1Cl)C1=NC(=C(C=C1)CNC[C@@H]1NC(CC1)=O)OC)NC(C1=NC=C(C(=C1)OC)CNC[C@H](C)O)=O